CC(=CC1=CC(=CC(=C1)O)O)C=CC1=CC=C(C=C1)O 2-methyl-1-(3',5'-dihydroxyphenyl)-4-(4'-hydroxyphenyl)-1,3-butadiene